FC1=C(C=CC(=C1)F)S(=O)(=O)N1CC2=C(CC1)C=C(S2)C2=NOC(=N2)C(F)(F)F 3-(6-((2,4-difluorophenyl)sulfonyl)-4,5,6,7-tetrahydrothieno[2,3-c]pyridin-2-yl)-5-(trifluoromethyl)-1,2,4-oxadiazole